CN1C=2C=CC=CC2NC2=CC=CC=C12 5-Methylphenazine